(1s,4s)-4-(6-(2-(azetidin-1-yl)acetamido)-4-bromo-1-oxoisoindolin-2-yl)-N-(3-methoxy-4-methylphenyl)cyclohexanecarboxamide N1(CCC1)CC(=O)NC1=CC(=C2CN(C(C2=C1)=O)C1CCC(CC1)C(=O)NC1=CC(=C(C=C1)C)OC)Br